3-tert-butyl-N-[(2E)-imidazolidin-2-ylidene]-4-({3-[(propan-2-yl)carbamoyl]phenyl}amino)benzamide C(C)(C)(C)C=1C=C(C(=O)N=C2NCCN2)C=CC1NC1=CC(=CC=C1)C(NC(C)C)=O